C(C=C)(=O)N1C[C@@H]2N(C3=C(C=NC=4C(=C(C(=CC34)Cl)C3=C(C=C(C4=C3N=C(S4)N)F)F)F)N(C2)C([2H])([2H])[2H])C[C@H]1C (2R,4aR,10S)-3-acryloyl-10-(2-amino-5,7-difluorobenzo[d]thiazol-4-yl)-11-chloro-9-fluoro-2-methyl-6-(Methyl-d3)-2,3,4,4a-tetrahydro-1H-pyrazino[1',2':4,5]pyrazino[2,3-c]quinoline